N-[[4-[(Z)-N'-hydroxycarbamimidoyl]phenyl]methyl]-N-methyl-cyclopropanecarboxamide O\N=C(/N)\C1=CC=C(C=C1)CN(C(=O)C1CC1)C